(4R)-N-[3-[2-(2-hydroxyethoxy)-6-(morpholin-4-yl)pyridin-4-yl]-4-methylphenyl]-4-(trifluoromethoxy)-1,2-oxazolidine-2-carboxamide OCCOC1=NC(=CC(=C1)C=1C=C(C=CC1C)NC(=O)N1OC[C@@H](C1)OC(F)(F)F)N1CCOCC1